5-(3-(5-fluoropyridin-3-yl)-1,2,4-oxadiazol-5-yl)-1-(pyridin-3-ylmethyl)pyridin-2(1H)-one FC=1C=C(C=NC1)C1=NOC(=N1)C=1C=CC(N(C1)CC=1C=NC=CC1)=O